6-methyl-3-(4-(2-(((3R,4S)-3-methylpiperidin-4-yl)amino)-5-(trifluoromethyl)pyrimidin-4-yl)-1H-imidazol-1-yl)pyridinecarbonitrile CC1=CC=C(C(=N1)C#N)N1C=NC(=C1)C1=NC(=NC=C1C(F)(F)F)N[C@@H]1[C@@H](CNCC1)C